4-chloro-5-[2-[(2-methylpropan-2-yl)oxycarbonylamino]ethoxy]-2,3-dihydro-1H-indene-2-carboxylic acid ethyl ester C(C)OC(=O)C1CC2=CC=C(C(=C2C1)Cl)OCCNC(=O)OC(C)(C)C